6-(6,8-Dioxo-2,7-diazaspiro[4.4]non-2-yl)nicotinic acid methyl ester COC(C1=CN=C(C=C1)N1CC2(CC1)C(NC(C2)=O)=O)=O